FC1=C(C=C(C(=C1)[C@](CC)(C)O)O)CC(=O)NC1=CC(=NC=C1)C(=O)NC1(CC1)C(F)(F)F |r| racemic-4-[[2-[2-fluoro-5-hydroxy-4-(1-hydroxy-1-methyl-propyl)phenyl]acetyl]amino]-N-[1-(trifluoromethyl)cyclopropyl]pyridine-2-carboxamide